7,7,9-trimethyl-4,13-dioxo-3,14-dioxa-5,12-diazahexadecane-1,16-diyl bis(2-methylacrylate) CC(C(=O)OCCOC(NCC(CC(CCNC(OCCOC(C(=C)C)=O)=O)C)(C)C)=O)=C